C(C)(C)(C)NS(=O)(=O)C1=NC=CC=C1N[C@H](C)C=1C=C(C=C2C(C(=C(OC12)C=1C=NN(C1)C)C)=O)C N-tert-Butyl-3-[[(1R)-1-[3,6-dimethyl-2-(1-methylpyrazol-4-yl)-4-oxo-chromen-8-yl]-ethyl]amino]pyridine-2-sulfonamide